tert-butyl 4-((3-(methoxycarbonyl)-5-sulfamoylfuran-2-yl)methyl)piperazine-1-carboxylate COC(=O)C1=C(OC(=C1)S(N)(=O)=O)CN1CCN(CC1)C(=O)OC(C)(C)C